octyl-calcium phosphate P(=O)([O-])([O-])[O-].C(CCCCCCC)[Ca+].C(CCCCCCC)[Ca+].C(CCCCCCC)[Ca+]